C(C)(=O)OCCN1C(=NN(C1=O)C1=CC=C(C=C1)Cl)Br 2-[3-bromo-1-(4-chlorophenyl)-5-oxo-4,5-dihydro-1H-1,2,4-triazol-4-yl]ethyl acetate